1-(2-(3-ethyl-3,8-diazabicyclo[3.2.1]octan-8-yl)-6,7-dihydrothiazolo[5,4-c]pyridin-5(4H)-yl)-2-(4-fluorophenoxy)ethan-1-one C(C)N1CC2CCC(C1)N2C=2SC=1CN(CCC1N2)C(COC2=CC=C(C=C2)F)=O